C(#N)N1CCC(CC1)N1N=NC(=C1C)C1=CC=2N(C(=C1)O[C@H](C)C1=C(C=CC=C1F)F)C(=CN2)C#N 7-[1-(1-Cyano-4-piperidyl)-5-methyl-triazol-4-yl]-5-[(1R)-1-(2,6-difluorophenyl)ethoxy]imidazo[1,2-a]pyridine-3-carbonitrile